CN1C=NC2=C1C=CC=C2B2OC(C(O2)(C)C)(C)C 1-Methyl-4-(4,4,5,5-tetramethyl-1,3,2-dioxaborolan-2-yl)-1H-benzo[d]imidazole